C1(=CC=CC=C1)S(=O)(=O)N1C=C(C2=CC=CC(=C12)N1CCS(CC1)(=O)=O)C1=NC(=NC=C1Cl)N[C@@H]1CN(CCC1)C(=O)OC(C)(C)C tert-butyl (3S)-3-((4-(1-(benzenesulfonyl)-7-(1,1-dioxo-1,4-thiazinan-4-yl)indol-3-yl)-5-chloro-pyrimidin-2-yl)amino)piperidine-1-carboxylate